ClC=1C=C(NC=2C3=C(N=CN2)C=CC(=N3)N3CC2(CCN2C(=O)OC(C)(C)C)C3)C=CC1OC(F)F tert-Butyl 6-[4-[3-chloro-4-(difluoromethoxy)anilino]pyrido[3,2-d]pyrimidin-6-yl]-1,6-diazaspiro[3.3]heptane-1-carboxylate